((2-(6-(2-ethyl-5-fluoro-4-hydroxyphenyl)-1H-indazol-3-yl)-1H-imidazol-4-yl)methyl)piperidin-4-ol C(C)C1=C(C=C(C(=C1)O)F)C1=CC=C2C(=NNC2=C1)C=1NC=C(N1)CN1CCC(CC1)O